Ethyl 2-(5-methylpyridin-3-yl)pyrazolo[1,5-a]pyrimidine-3-carboxylate CC=1C=C(C=NC1)C1=NN2C(N=CC=C2)=C1C(=O)OCC